2-chloro-N-[3-[[(2S)-2,6-diaminohexanoyl]amino]propyl]-4-[[3-[3-(trifluoromethyl)-1H-pyrazol-4-yl]imidazo[1,2-a]pyrazin-8-yl]amino]benzamide ClC1=C(C(=O)NCCCNC([C@H](CCCCN)N)=O)C=CC(=C1)NC=1C=2N(C=CN1)C(=CN2)C=2C(=NNC2)C(F)(F)F